2-(2-methoxy-7-methylquinoxalin-5-yl)-5,6,7,8-tetrahydro-4H-cyclohepta[d]thiazole COC1=NC2=CC(=CC(=C2N=C1)C=1SC2=C(N1)CCCCC2)C